ClC1=CC=C2C(=CNC2=C1)S(=O)(=O)NC1=NC=C(C(=N1)SC)OCC(F)F 6-chloro-N-[5-(2,2-difluoroethoxy)-4-methylsulfanyl-pyrimidin-2-yl]-1H-indole-3-sulfonamide